BrC1=C(CCC2=CC(=CC=C12)OC)C1=C(C=CC=C1)C 4-bromo-7-methoxy-3-(o-tolyl)-1,2-dihydronaphthalene